N-(4-cyanobenzyl)-8-((1-((3,3-difluoroazetidin-1-yl)sulfonyl)cyclopropyl)methoxy)-1-methyl-2-oxo-1,2-dihydropyrido[2,3-d]pyridazine-3-carboxamide C(#N)C1=CC=C(CNC(=O)C2=CC=3C(=C(N=NC3)OCC3(CC3)S(=O)(=O)N3CC(C3)(F)F)N(C2=O)C)C=C1